1-ethyl-5-fluoro-4-(4,4,5,5-tetramethyl-1,3,2-dioxaborolan-2-yl)-1H-pyrazole C(C)N1N=CC(=C1F)B1OC(C(O1)(C)C)(C)C